FC1(CC(C1)C=1C(=NN(N1)C)C(=O)N)F 3,3-difluorocyclobutyl-(methyl)-2H-1,2,3-triazole-4-carboxamide